CO[C@H]1CN(C[C@H]1OC)C=1C2=C(N=C(N1)C=1N(C=CN1)C)SC(=C2C)C2=NN(C=C2)C(C)C |r| rac-4-((3S,4R)-3,4-Dimethoxypyrrolidin-1-yl)-6-(1-isopropyl-1H-pyrazol-3-yl)-5-methyl-2-(1-methyl-1H-imidazol-2-yl)thieno[2,3-d]pyrimidine